17-estradiol CCCCCCC(=O)O[C@H]1CC[C@@H]2[C@@]1(CC[C@H]3[C@H]2CCC4=C3C=CC(=C4)O)C